ClC(OC1=CC=C(C=C1)NC(=O)C=1C=CC(N(C1)C=1C=NC(=CC1)C)=O)(F)F N-[4-(Chlorodifluoromethoxy)phenyl]-6'-methyl-2-oxo-2H-[1,3'-bipyridine]-5-carboxamide